ClC=1C=C(C(=O)NC(C2CCN(CC2)CC(NC(C([2H])([2H])[2H])(C([2H])([2H])[2H])C([2H])([2H])[2H])=O)([2H])[2H])C=C(C1)F 3-chloro-N-[dideuterio-[1-[2-oxo-2-[[2,2,2-trideuterio-1,1-bis(trideuteriomethyl)ethyl]amino]ethyl]-4-piperidyl]methyl]-5-fluoro-benzamide